CC=1C=NC2=C(C=CC(=C2C1)CNC(C=C)=O)OC1=CC=C(C=C1)C(F)(F)F N-([3-methyl-8-{4-(trifluoromethyl)phenoxy}quinolin-5-yl]methyl)acrylamide